C(C1=CC=CC=C1)N1N=C(C=C1C)C(=O)NCC1CN(CC1)C#N 1-Benzyl-N-((1-cyanopyrrolidin-3-yl)methyl)-5-methyl-1H-pyrazol-3-carboxamid